4-(aminomethyl)-1-methyl-5,6,7,8-tetrahydroisoquinoline NCC1=CN=C(C=2CCCCC12)C